[Si](C)(C)(C(C)(C)C)OCCC(C(F)(F)F)NC1=C(C(N(N1COCC[Si](C)(C)C)C)=O)C1=NC=CC(=N1)N (4-((tert-butyldimethylsilyl)oxy)-1,1,1-trifluorobutan-2-yl)amino-4-(4-aminopyrimidin-2-yl)-2-methyl-1-((2-(trimethylsilyl)ethoxy)methyl)-1,2-dihydro-3H-pyrazol-3-one